C(C)(=O)NC1=C(C=C(C=C1)Cl)B(O)O 2-ACETAMIDO-5-CHLOROPHENYLBORONIC ACID